trimethylolpropane trimethylolethoxyacrylate C(O)C(COC(C(=O)O)=C)(CO)CO.C(O)C(CC)(CO)CO